(1r,2'S,4S)-4-(3-chloroanilino)-2'-[(2R)-3-{[(8S)-8-hydroxy-5,6,7,8-tetrahydroquinolin-4-yl]oxy}-2-methylpropyl]-2',3'-dihydrospiro[cyclohexane-1,1'-indene]-4-carboxylic acid ClC=1C=C(NC2(CCC3([C@H](CC4=CC=CC=C34)C[C@H](COC3=CC=NC=4[C@H](CCCC34)O)C)CC2)C(=O)O)C=CC1